CN(C(/C=C/CC[C@@H](C(=O)NC=1C(N(C=CC1)CC=1NC2=C(C=C(C=C2C1)F)CC(C)(C)C)=O)NC(OCCOC)=O)=O)C 2-methoxyethyl (S,E)-(7-(dimethylamino)-1-((1-((5-fluoro-7-neopentyl-1H-indol-2-yl)methyl)-2-oxo-1,2-dihydropyridin-3-yl)amino)-1,7-dioxohept-5-en-2-yl)carbamate